[1-[(R)-[(1R,2R)-2-[(2-isopropyl-2-methyl-chroman-4-yl)carbamoyl]cyclopropyl]-pyridin-1-ium-3-yl-methyl]-4,4-dimethyl-6-oxo-hexahydropyrimidin-2-ylidene]ammonium C(C)(C)C1(OC2=CC=CC=C2C(C1)NC(=O)[C@H]1[C@@H](C1)[C@@H](N1C(NC(CC1=O)(C)C)=[NH2+])C=1C=[NH+]C=CC1)C